N-ethyl-N-butyl-N'-(3-(1-azabicyclo[5.4.0]undecan-4-yl)-1H-indol-5-yl)urea C(C)N(C(=O)NC=1C=C2C(=CNC2=CC1)C1CCN2CCCCC2CC1)CCCC